(R)-N-(1-Hydroxypropan-2-yl)-7-methoxy-5-(4-(trifluoromethyl)phenyl)-2-naphthamide OC[C@@H](C)NC(=O)C1=CC2=CC(=CC(=C2C=C1)C1=CC=C(C=C1)C(F)(F)F)OC